Cl.C(N)(=N)C1=NNC=C1 amidinopyrazole HCl